8-((2-fluoro-4-iodophenyl)amino)-2-methoxy-7-methyl-3,4-dihydro-2,7-naphthyridine-1,6(2H,7H)-dione FC1=C(C=CC(=C1)I)NC=1N(C(C=C2CCN(C(C12)=O)OC)=O)C